C(C1=CC=CC=C1)(C1=CC=CC=C1)N1CCN(CC1)C1=C(C(N(C2=CC=CN=C12)CCCOC)=O)[N+](=O)[O-] 4-(4-benzhydryl-piperazin-1-yl)-1-(3-methoxypropyl)-3-nitro-1,5-naphthyridin-2(1H)-one